BrC=1C2=CN(N=C2C(=CC1)OC)C 4-bromo-7-methoxy-2-methyl-2H-indazole